BrC1=C(C=C(N)C=C1)C(F)F 4-Bromo-3-(difluoromethyl)aniline